((2-ethyl-6-methoxy-1,2,3,4-tetrahydroisoquinolin-7-yl)amino)-5-((2-(methylsulfonyl)phenyl)amino)-1,2,4-triazine-6-carboxamide C(C)N1CC2=CC(=C(C=C2CC1)OC)NC=1N=NC(=C(N1)NC1=C(C=CC=C1)S(=O)(=O)C)C(=O)N